2,2-bis(4-bromophenyl)ethoxypropane BrC1=CC=C(C=C1)C(COCCC)C1=CC=C(C=C1)Br